NC1=C(SC(=C1)Br)C(=O)O[Li] lithio 3-amino-5-bromothiophene-2-carboxylate